C(C)(=O)O[SiH3] Acetoxy-Silan